2,8-bis(4-(5,6-dihydrobenzo[4,5]imidazo[1,2-c]quinazolin-6-yl)phenyl)-6H,12H-5,11-methanodibenzo[b,f][1,5]diazocine C1=C2C=3N(C(NC2=CC=C1)C1=CC=C(C=C1)C1=CC2=C(N4CC5=C(N(C2)C4)C=CC(=C5)C5=CC=C(C=C5)C5NC4=CC=CC=C4C=4N5C5=C(N4)C=CC=C5)C=C1)C1=C(N3)C=CC=C1